(R)-1-(benzo[d][1,3]dioxol-5-yloxy)hex-5-en-2-ol O1COC2=C1C=CC(=C2)OC[C@@H](CCC=C)O